NC=1C(NC2=CC(=CC(=C2C1C1=C2C=NNC2=C(C=C1)F)OC)C)=O 3-Amino-4-(7-fluoro-1H-indazol-4-yl)-5-methoxy-7-methyl-1H-quinolin-2-one